4-fluoro-2-((tetrahydro-2H-pyran-2-yl)oxy)aniline FC1=CC(=C(N)C=C1)OC1OCCCC1